(3-methoxy)phenyl-2,4-diaminopyrimidine COC=1C=C(C=CC1)C=1C(=NC(=NC1)N)N